(S)-2-(3-(hydroxy(4-methyl-4H-1,2,4-triazol-3-yl)(oxetan-3-yl)methyl)phenyl)-6-(((1-methylcyclobutyl)amino)methyl)-4-(trifluoromethyl)isoindolin-1-one O[C@](C=1C=C(C=CC1)N1C(C2=CC(=CC(=C2C1)C(F)(F)F)CNC1(CCC1)C)=O)(C1COC1)C1=NN=CN1C